C(CCCC=CCCCC)OC(C)=O (E)-acetic acid dec-5-en-1-yl ester